2'-acetyl-3-chloro-4-((3,5-difluoropyridin-2-yl)methoxy)-5'-methyl-[1,4'-bipyridin]-2-one C(C)(=O)C1=NC=C(C(=C1)N1C(C(=C(C=C1)OCC1=NC=C(C=C1F)F)Cl)=O)C